BrC=1C=C(C(=O)NO)C=CC1 3-bromo-N-hydroxybenzoamide